CN1CCN(CC1)C1=CC=C(C=C1)NC1=NN2C(C=CC=C2OC=2C=C(C=CC2)CC#CC[NH-])=N1 N-(3-(2-(4-(4-methylpiperazin-1-yl)phenylamino)-[1,2,4]triazolo[1,5-a]pyridin-5-yloxy)phenyl)but-2-ynylamide